tert-butyl 4-(6-((6-cyano-8-cyclopentyl-7-oxo-7,8-dihydropyrido[2,3-d]pyrimidin-2-yl)amino)pyridin-3-yl)-2-methylpiperazine-1-carboxylate C(#N)C1=CC2=C(N=C(N=C2)NC2=CC=C(C=N2)N2CC(N(CC2)C(=O)OC(C)(C)C)C)N(C1=O)C1CCCC1